2-(4-cyclopropyl-3,5-dimethoxyphenyl)benzofuran C1(CC1)C1=C(C=C(C=C1OC)C=1OC2=C(C1)C=CC=C2)OC